C(C)(C)(C)N1[GeH2]N(CC1)C(C)(C)C 1,3-Di-tert-butyl-1,3,2-diazagermolidin